FC1=CC=C(C=C1)C=1N=C(NC1)[C@H](CCCCCC(=O)C=1OC=CN1)NC(=O)C1CCN(CC1)C (S)-N-(1-(4-(4-fluorophenyl)-1H-imidazol-2-yl)-7-(oxazol-2-yl)-7-oxoheptyl)-1-methylpiperidine-4-carboxamide